Dimethyltin Dioleate C(CCCCCCC\C=C/CCCCCCCC)(=O)[O-].C(CCCCCCC\C=C/CCCCCCCC)(=O)[O-].C[Sn+2]C